FC(C(=O)O)(F)F.BrC=1C=CC=2N(C1)C=C(N2)C2NCC(C2)C rac-2-{6-bromoimidazo[1,2-a]pyridin-2-yl}-4-methyl-pyrrolidine trifluoroacetate